Tert-Butyl 7-((5-(6-(benzyloxy)-1,4-oxazepan-4-yl)-6-((dimethylamino)methyl)pyridin-2-yl)amino)-4-(7-fluoroimidazo[1,2-a]pyridin-3-yl)-1-oxoisoindoline-2-carboxylate C(C1=CC=CC=C1)OC1CN(CCOC1)C=1C=CC(=NC1CN(C)C)NC=1C=CC(=C2CN(C(C12)=O)C(=O)OC(C)(C)C)C1=CN=C2N1C=CC(=C2)F